(S)-8-(2-amino-6-((R)-2,2,2-trifluoro-1-(4'-(trifluoromethyl)-[1,1'-biphenyl]-4-yl)ethoxy)pyrimidin-4-yl)-2,8-diazaspiro[4.5]decane-3-carboxylic acid NC1=NC(=CC(=N1)N1CCC2(C[C@H](NC2)C(=O)O)CC1)O[C@@H](C(F)(F)F)C1=CC=C(C=C1)C1=CC=C(C=C1)C(F)(F)F